(fluoro(7-(((3S,6S,10aS)-5-oxo-3-(6-(pyridin-3-yl)-4-azaspiro[2.4]heptane-4-carbonyl)decahydropyrrolo[1,2-a]azocin-6-yl)carbamoyl)naphthalen-2-yl)methyl)phosphonic acid FC(C1=CC2=CC(=CC=C2C=C1)C(N[C@H]1CCCC[C@@H]2N(C1=O)[C@@H](CC2)C(=O)N2C1(CC1)CC(C2)C=2C=NC=CC2)=O)P(O)(O)=O